((2R,3S,5R)-3-acetoxy-5-(4-methyl-2,6-dioxo-3,6-dihydropyrimidin-1(2H)-yl)tetrahydrofuran-2-yl)methyl acetate C(C)(=O)OC[C@H]1O[C@H](C[C@@H]1OC(C)=O)N1C(NC(=CC1=O)C)=O